ClC=1C=C(CN(C(OC(C)(C)C)=O)CCC(=O)NCCCNC2=C3C=NN(C3=C(C(=C2)C2=CC=NC=C2)C)C2OCCCC2)C=CC1OC(F)(F)F tert-butyl (3-chloro-4-(trifluoromethoxy)benzyl)(3-((3-((7-methyl-6-(pyridin-4-yl)-1-(tetrahydro-2H-pyran-2-yl)-1H-indazol-4-yl)amino)propyl)amino)-3-oxopropyl)carbamate